4-(5-Bromo-2-((5-chloropyridin-2-yl)methyl)-1-((1-(hydroxy(2H2)methyl)cyclopropyl)(2H2)methoxy)-3-oxoisoindolin-1-yl)benzonitrile BrC=1C=C2C(N(C(C2=CC1)(OC([2H])([2H])C1(CC1)C([2H])([2H])O)C1=CC=C(C#N)C=C1)CC1=NC=C(C=C1)Cl)=O